3-[2-(dimethylamino)ethyl]-6-piperazin-1-yl-1,3-benzoxazol-2-one dihydrochloride Cl.Cl.CN(CCN1C(OC2=C1C=CC(=C2)N2CCNCC2)=O)C